2-(((2-(dimethylamino)ethyl)amino)methylene)-5-(2-morpholinophenyl)cyclohexane-4,3-dione CN(CCNC=C1CCC(C(C1=O)=O)C1=C(C=CC=C1)N1CCOCC1)C